O[C@@H]([C@@H](C)NC1=NC(=CC(=C1)C=1C=C(C=CC1C)NC(=O)N1C[C@@H](CC1)CC(F)(F)F)N1CCOCC1)C (3S)-N-[3-(2-[[(2R,3R)-3-hydroxybutan-2-yl]amino]-6-(morpholin-4-yl)pyridin-4-yl)-4-methylphenyl]-3-(2,2,2-trifluoroethyl)pyrrolidine-1-carboxamide